(2R,5S)-4-(5-(tert-butyl)-7-(4-cyanopyridin-2-yl)-7H-pyrrolo[2,3-d]pyrimidin-4-yl)-2,5-dimethylpiperazine-1-carboxylic acid tert-butyl ester C(C)(C)(C)OC(=O)N1[C@@H](CN([C@H](C1)C)C=1C2=C(N=CN1)N(C=C2C(C)(C)C)C2=NC=CC(=C2)C#N)C